tert-butyl 4-(5-(3,3-dimethylazetidine-1-carbonyl)-1,2,4-oxadiazol-3-yl)-4-(trifluoromethyl)piperidine-1-carboxylate CC1(CN(C1)C(=O)C1=NC(=NO1)C1(CCN(CC1)C(=O)OC(C)(C)C)C(F)(F)F)C